4-dimethylamino-1-[4-(3-hydroxy-2-pyridin-2-yl-4,5,6,7-tetrahydro-2H-indazol-5-yl)-piperazin-1-yl]-2-buten-1-one CN(CC=CC(=O)N1CCN(CC1)C1CC2=C(N(N=C2CC1)C1=NC=CC=C1)O)C